C(#N)C1=CC(=C(C=C1)CNC(OC(C)(C)C)=O)C tert-butyl N-[(4-cyano-2-methyl-phenyl)methyl]carbamate